1-({2-[4-(3-Methylpyridin-4-yl)cyclohexyl]ethyl}amino)cyclopentane-1-carboxamide CC=1C=NC=CC1C1CCC(CC1)CCNC1(CCCC1)C(=O)N